tert-butyl 3-((6-(8-(2-chlorophenyl)-3-(methoxycarbonyl)-6,7-dihydro-5H-benzo[7]annulen-9-yl)pyridin-3-yl)methyl)azetidine-1-carboxylate ClC1=C(C=CC=C1)C=1CCCC2=C(C1C1=CC=C(C=N1)CC1CN(C1)C(=O)OC(C)(C)C)C=CC(=C2)C(=O)OC